C(CCCCCCCCCCCCCCCCCCCCC)OP(O)(O)=O docosyl-phosphoric acid